4-Hydroxyphenethyl-amine OC1=CC=C(CCN)C=C1